C(C)OC(=O)N1CCC(CC1)NS([O-])(=O)=O.[Na+] Sodium N-(1-ethoxycarbonylpiperidin-4-yl)sulfamate